pentacyclo[6.5.1.13,6.02,7.09,13]-pentadeca-3,10-diene C12C3C4=CCC(C3C(C3C=CCC31)C2)C4